(4R)-4-[3-Oxo-3-[3-[6-[3-(trifluoro-methyl)azetidin-1-yl]-3-pyridyl]azetidin-1-yl]propyl]oxazolidin-2-one O=C(CC[C@H]1NC(OC1)=O)N1CC(C1)C=1C=NC(=CC1)N1CC(C1)C(F)(F)F